N1CC(C1)OC=1C=CC(=C(C(=O)N[C@H](C)C2=C(C=CC3=CC=CC=C23)O)C1)C (R)-5-(azetidin-3-yloxy)-N-(1-(2-hydroxynaphthalen-1-yl)ethyl)-2-methylbenzamide